COC1=CC=C(C=C1)N(C1=CC=C(CO)C=C1)C1=CC=C(C=C1)OC 4-[bis(4-methoxyphenyl)amino]Benzyl alcohol